C(C)OCCNS(=O)(=O)C1=CC(=CC=C1)OC[C@H](CNC1COC2(C1)CCN(CC2)S(=O)(=O)C2=CC1=CC=CC=C1C=C2)O N-(2-ethoxyethyl)-3-((2S)-2-hydroxy-3-(8-(naphthalen-2-ylsulfonyl)-1-oxa-8-azaspiro[4.5]decan-3-ylamino)propoxy)benzenesulfonamide